C(C)(C)(C)OC(=O)N[C@@H](CC1=CN(C2=CC=CC=C12)C)C(=O)O N-(tert-butoxycarbonyl)-1-methyl-L-tryptophan